4-[5-(4-fluorophenyl)-3-(trifluoromethyl)pyrazol-1-yl]benzene-1-sulfonamide FC1=CC=C(C=C1)C1=CC(=NN1C1=CC=C(C=C1)S(=O)(=O)N)C(F)(F)F